C(C)(C)(C)OC(N[C@@H]1CC[C@H](CC1)N1CC2=CC=C(C=C2C1)Br)=O ((trans)-4-(5-bromoisoindolin-2-yl)cyclohexyl)carbamic acid tert-butyl ester